BrC=1C2=C(C(N(C1)C)=O)NC(=C2C=2OCC(N2)C(C)C)C 4-bromo-3-(4-isopropyl-4,5-dihydrooxazol-2-yl)-2,6-dimethyl-1H-pyrrolo[2,3-c]pyridin-7(6H)-one